O=C([C@@H](CC)NC(C([2H])([2H])[2H])=O)N1CCN(CC1)C1=CC(=CC=C1)OC(F)(F)F (R,S)-N-(1-oxo-1-(4-(3-(trifluoromethoxy)phenyl)piperazin-1-yl)butan-2-yl)acetamide-2,2,2-d3